BrC1=CC=C(C=C1)C1=NC(=NC(=C1)C1=CC=CC=C1)C1=NC=CC=C1 4-(4-bromophenyl)-6-phenyl-2-(pyridin-2-yl)pyrimidine